(2R,6S)-4-benzyl-2-(methoxymethyl)-6-methylpiperazin C(C1=CC=CC=C1)N1C[C@@H](N[C@H](C1)C)COC